C(C)(C)(C)OC(=O)N1[C@H](CCC1)CN1C(=NC2=C1C=CC(=C2)C(NCC2=CC=C(C=C2)S(=O)(=O)CC)=O)C2CC2 (R)-2-((2-cyclopropyl-5-((4-(ethylsulfonyl)benzyl)carbamoyl)-1H-benzo[d]imidazol-1-yl)methyl)pyrrolidine-1-carboxylic acid tert-butyl ester